(S)-3-((1-(5-aminohexyl)-7-(dimethylcarbamoyl)-1H-benzo[d]imidazol-2-yl)carbamoyl)benzoic acid N[C@H](CCCCN1C(=NC2=C1C(=CC=C2)C(N(C)C)=O)NC(=O)C=2C=C(C(=O)O)C=CC2)C